[B].C(C(C)(C)C)C(C(=O)OC=C)O vinyl (neopentyl glycolate) boron